1-((1R,5R)-6-(5-chloro-7-fluoro-6-(3-hydroxy-1-naphthalenyl)-2,1-benzothiazol-3-yl)-2,6-diazabicyclo[3.2.0]heptan-2-yl)-2-propen-1-one ClC=1C(=C(C=2C(=C(SN2)N2[C@@H]3CCN([C@@H]3C2)C(C=C)=O)C1)F)C1=CC(=CC2=CC=CC=C12)O